3-(3-(difluoromethoxy)-5-fluorophenyl)-5-((3-(trifluoromethyl)phenyl)sulfonyl)-6,6a,7,8,9,10-hexahydro-5H-pyrido[1,2-a]Quinoxaline-8-carboxylic acid FC(OC=1C=C(C=C(C1)F)C1=CC=2N(CC3N(C2C=C1)CCC(C3)C(=O)O)S(=O)(=O)C3=CC(=CC=C3)C(F)(F)F)F